rel-tert-butyl (3S,4R)-3-(hydroxymethyl)-4-(pyridin-3-yl)pyrrolidine-1-carboxylate OC[C@@H]1CN(C[C@H]1C=1C=NC=CC1)C(=O)OC(C)(C)C |o1:2,6|